2-formyl-4-methoxy-3,5-lutidine C(=O)C1=NC=C(C(=C1C)OC)C